4-amino-4'-(4-isopropylpiperazin-1-yl)-[1,1'-biphenyl]-3-carbaldehyde NC1=C(C=C(C=C1)C1=CC=C(C=C1)N1CCN(CC1)C(C)C)C=O